N-(4-(2-(4-acrylamidophenyl)-4-amino-7-cyano-1-methyl-1H-pyrrolo[3,2-c]pyridin-3-yl)-2-methoxyphenyl)-1-fluorocyclopropane-1-carboxamide C(C=C)(=O)NC1=CC=C(C=C1)C1=C(C=2C(=NC=C(C2N1C)C#N)N)C1=CC(=C(C=C1)NC(=O)C1(CC1)F)OC